N1C=CC=2C1=NC=C(C2)C=2C=C(C=CC2)C=CC(=O)NC2=CC(=C(C=C2)C)Cl 3-(3-(1H-pyrrolo[2,3-b]pyridin-5-yl)phenyl)-N-(3-chloro-4-methylphenyl)acrylamide